CC=1C=C(C=CC1N)C(C)(C)C1=CC(=C(C=C1)N)C 2,2-bis(3-methyl-4-aminophenyl)propane